(2R,3S,4S,5R)-3-(2-((diphenylmethylene)amino)-3,4-difluorophenyl)-4,5-dimethyl-5-(trifluoromethyl)tetrahydrofuran-2-carboxylate C1(=CC=CC=C1)C(C1=CC=CC=C1)=NC1=C(C=CC(=C1F)F)[C@H]1[C@@H](O[C@]([C@H]1C)(C(F)(F)F)C)C(=O)[O-]